NC1=CC=C(C=C1)C=1C(=C(C(=O)N)C=CC1[N+](=O)[O-])I (4-aminophenyl)-2-iodo-4-nitrobenzamide